2-oxo-6-(4-((4-phenylpiperidin-1-yl)methyl)benzyl)benzo[cd]indol O=C1NC2=CC=C(C=3C2=C1C=CC3)CC3=CC=C(C=C3)CN3CCC(CC3)C3=CC=CC=C3